C([O-])([O-])=O.[Mg+2].[Al+3] aluminium-magnesium carbonate